BrC1=CC=C2NC=3C=CC=C(C3C(C2=C1)(C)C)Cl 7-Bromo-1-chloro-9,9-dimethyl-9,10-dihydroacridine